O1C2=C(OCC1)C(=CC=C2)NC2=NC=1N(C(=C2)N(C)CC2=CC=C(C=C2)OC)N=CC1NC(=O)NC 1-(5-((2,3-dihydrobenzo[b][1,4]dioxin-5-yl)amino)-7-((4-methoxybenzyl)(methyl)amino)pyrazolo[1,5-a]pyrimidin-3-yl)-3-methyl-urea